[Pt+2].O[C@]1([C@](CCCC1)(N)O)N cis-dihydroxyl-((1R,2R)-1,2-cyclohexanediamine) platinum (II)